F[C@H]1[C@H]2C(N[C@@H]([C@H]12)COC1=NC=CC2=CC(=C(C=C12)OC)C(=O)N)=O 1-(((1R,2S,5R,6R)-6-fluoro-4-oxo-3-azabicyclo[3.1.0]hexan-2-yl)methoxy)-7-methoxyisoquinoline-6-carboxamide